3-(2,2-difluorovinyl)-N-((3S,4R)-3-fluoro-1-methylpiperidin-4-yl)-2-(3-((2-methoxy-4-(methylsulfonyl)phenyl)amino)prop-1-yn-1-yl)pyrazolo[1,5-a]pyridin-7-amine FC(=CC=1C(=NN2C1C=CC=C2N[C@H]2[C@H](CN(CC2)C)F)C#CCNC2=C(C=C(C=C2)S(=O)(=O)C)OC)F